2-methyl-3-(p-tert-butylphenyl)-propanal CC(C=O)CC1=CC=C(C=C1)C(C)(C)C